1-methyl-4-(3-methyl-oxiran-2-yl)-7-oxabicyclo[4.1.0]heptane CC12CCC(CC2O1)C1OC1C